Cl[C@H](C(=O)NC1=CC=C(C=C1)C1=NN(C=C1)C)C (S)-2-chloro-N-(4-(1-methyl-1H-pyrazol-3-yl)phenyl)propanamide